C(=O)(O)C(CCC(=O)O)NC(NC(C(=O)O)CCC(=O)O)=O 2-[3-[1,3-Dicarboxypropyl]ureido]glutaric acid